ClC1=CC=C(C=C1)NC=1SC(=CN1)C1=CC=C(C=C1)OC1=C2N=CN(C2=NC=N1)CC(C)C N-(4-chlorophenyl)-5-(4-((9-isobutyl-9H-purin-6-yl)oxy)phenyl)thiazol-2-amine